2-Methyl-propane-1-sulfonic acid {3-[6-amino-8-(5-iodo-2,3-dihydro-benzofuran-6-ylsulfanyl)-purin-9-yl]-propyl}-amide NC1=C2N=C(N(C2=NC=N1)CCCNS(=O)(=O)CC(C)C)SC1=CC2=C(CCO2)C=C1I